C(C)(=O)NC=1C=C(C=CC1)C1=CC=C(C(=N1)NC1=CC=C(C=C1)CN1CCN(CC1)C(=O)OC(C)(C)C)[N+](=O)[O-] tert-butyl 4-[[4-[[6-(3-acetamidophenyl)-3-nitro-2-pyridyl]amino]phenyl]methyl]piperazine-1-carboxylate